C(C1=CC=CC=C1)OCC1OC1 2-[(benzyloxy)methyl]Oxirane